N-[3-(p-tolylsulfonyloxy)phenyl]-N'-[3-(p-toluenesulfonyloxy)phenyl]urea C1(=CC=C(C=C1)S(=O)(=O)OC=1C=C(C=CC1)NC(=O)NC1=CC(=CC=C1)OS(=O)(=O)C1=CC=C(C)C=C1)C